FC1=C(CC2=NC3=C(N2C[C@H]2OCC2)C=C(C=C3F)C(=O)O)C=C(C(=C1)C1=NC(=CC=C1)OCC=1C=C3CN(CC3=CC1)S(=O)(=O)C)F (S)-2-(2,5-difluoro-4-(6-((2-(methylsulfonyl)isoindolin-5-yl)methoxy)pyridin-2-yl)benzyl)-4-fluoro-1-(oxetan-2-ylmethyl)-1H-benzo[d]imidazole-6-carboxylic acid